C1(CCO1)=O betA-propiolactone